succinimide 3-(2-pyridyldithio)-propionate N1=C(C=CC=C1)SSCCC(=O)O.C1(CCC(N1)=O)=O